C(C)(C)(C)OC(=O)C1=CC=NC2=CC=C(C=C12)N1CC2CC2C1.C12CN(CC2C1)C=1C=C2C(=CC=NC2=CC1)C(=O)O 6-(3-Azabicyclo[3.1.0]hexan-3-yl)quinoline-4-carboxylic acid tert-Butyl-6-(3-azabicyclo[3.1.0]hexan-3-yl)quinoline-4-carboxylate